O1CC(C1)N1C(NCC1)=O 3-(oxetane-3-yl)-2-oxoimidazoline